CC1=C(C(=C(C=C1)O)CN(C)C)C dimethyl-(Dimethylaminomethyl)phenol